(R or S)-5-(3,4-dimethylphenyl)-2-((1,1-dioxido-2,3-dihydrothiophen-3-yl)carbamoyl)pyridine 1-oxide CC=1C=C(C=CC1C)C=1C=CC(=[N+](C1)[O-])C(N[C@H]1CS(C=C1)(=O)=O)=O |o1:17|